N1=CC=C(C=C1)C(=O)OC1CCC(CC1)CN1CCN(CC1)C=1SC2=C(C(C1)=O)C=C(C=C2[N+](=O)[O-])C(F)(F)F 2-(4-(4-(4-pyridinecarbonyloxy)cyclohexylmethyl)piperazin-1-yl)-6-(trifluoromethyl)-8-nitro-benzothiopyran-4-one